C1(CCC2=NC=CC=C12)NC=1N=CN=C2C=C(SC12)C=1C(=C(N=C2C(CS(C12)(=O)=O)C(C)C)CCC1CCOCC1)C=1OC(=NN1)C N-(R)-4-aza-1-indanyl(2-{3-isopropyl-6-(5-methyl-1,3,4-oxadiazol-2-yl)-1,1-dioxo-5-[2-(tetrahydro-2H-pyran-4-yl)ethyl]-1λ6-thia-4-aza-7-indanyl}-1-thia-4,6-diaza-7-indenyl)amine